N1=CC(=C2N1CCN(C2)C(=O)OC(C)(C)C)C(=O)OCC2=CC=CC=C2 3-Benzyl 5-tert-butyl 4H,5H,6H,7H-pyrazolo[1,5-a]pyrazine-3,5-dicarboxylate